5-(benzyloxy)-2-methyl-N-(tetrahydro-2H-pyran-4-yl)benzofuran-3-carboxamide C(C1=CC=CC=C1)OC=1C=CC2=C(C(=C(O2)C)C(=O)NC2CCOCC2)C1